1-methoxy-9,10-bis(phenylethynyl)anthracene COC1=CC=CC2=C(C3=CC=CC=C3C(=C12)C#CC1=CC=CC=C1)C#CC1=CC=CC=C1